[Na+].O[C@@H]1C[C@@H]2CC3=C(C[C@@H]2[C@H]1CC[C@H](CCCCC)O)C=CC=C3OCC(=O)[O-] (1R,2R,3aS,9aS)-2-[2-Hydroxy-1-[3(S)-hydroxyoctyl]-2,3,3a,4,9,9a-hexahydro-1H-benz[f]inden-5-yloxy]acetic Acid Sodium Salt